ClC=1C=C2C(=NC(=NC2=C(C1C1=C2C=NNC2=CC=C1)F)OC[C@H]1N(CCC1)C)N1CC2(CN(C2)C(C=C)=O)C1 1-(6-(6-chloro-8-fluoro-7-(1H-indazol-4-yl)-2-(((S)-1-methylpyrrolidin-2-yl)methoxy)quinazolin-4-yl)-2,6-diazaspiro[3.3]heptan-2-yl)prop-2-en-1-one